C1(CCC1)C=1C=NN2C1N=C(C=C2O)C2=NC(=NC=C2)SC 3-cyclobutyl-5-(2-methylsulfanylpyrimidin-4-yl)pyrazolo[1,5-a]pyrimidin-7-ol